NC(CCC(=O)NC)CO[Si](C1=CC=CC=C1)(C1=CC=CC=C1)C(C)(C)C 4-amino-5-((tert-butyldiphenylsilyl)oxy)-N-methylpentanamide